1-((2-(2,6-dioxopiperidin-3-yl)-1,3-dioxoisoindolin-4-yl)-L-alanyl)piperidine-4-Formaldehyde O=C1NC(CCC1N1C(C2=CC=CC(=C2C1=O)N[C@@H](C)C(=O)N1CCC(CC1)C=O)=O)=O